4-cyclopropyl-1-(3,3-difluoro-4-hydroxy-1-azaspiro[4.4]nonan-1-yl)butane-1,2-dione C1(CC1)CCC(C(=O)N1CC(C(C12CCCC2)O)(F)F)=O